N-(5-(2,6-Difluoro-4-methoxyphenyl)-2-(3-((2-hydroxyethyl)amino)-6-(trifluoromethyl)pyridin-2-yl)-1-methyl-3-oxo-2,3-dihydro-1H-pyrazol-4-yl)-4-(difluoromethoxy)benzamide FC1=C(C(=CC(=C1)OC)F)C1=C(C(N(N1C)C1=NC(=CC=C1NCCO)C(F)(F)F)=O)NC(C1=CC=C(C=C1)OC(F)F)=O